C(C)(C)(C)C1N2C(C3=CC(=C(C=C3C1)C1=CN=C(S1)COC)OC)=CC(C(=C2)C(=O)OCC)=O ethyl 6-tert-butyl-10-methoxy-9-[2-(methoxymethyl) thiazol-5-yl]-2-oxo-6,7-dihydro-2H-pyrido[2,1-a]isoquinoline-3-carboxylate